C1(=CC=CC=C1)CCCC#CC=1C=NC=CC1 3-(5-phenyl-1-pentyn-1-yl)pyridine